3-[(3S,9aS)-8-(2-chloro-3-methoxy-benzoyl)-3,4,6,7,9,9a-hexahydro-1H-pyrazino[2,1-c][1,4]oxazin-3-yl]-5-chloro-1H-pyridin-2-one ClC1=C(C(=O)N2C[C@H]3CO[C@H](CN3CC2)C=2C(NC=C(C2)Cl)=O)C=CC=C1OC